8-bromo-6-methyl-imidazo[1,2-a]pyrazine-2-carboxamide BrC=1C=2N(C=C(N1)C)C=C(N2)C(=O)N